C(CCCCCCCCCCCCCCCCC)OCC(O)COCCCCCCCCCCCCCCCCCC 1,3-bis-O-(octadecyl)glycerol